[Cl-].O1COC2=C1C=CC=C2CC2CN(CCC2[NH3+])C2=NC=CC=C2 3-Benzodioxol-4-ylmethyl-[1-(2-pyridinyl)-4-piperidinyl]ammonium chloride